lauryl-aminopotassium diacetate C(C)(=O)O.C(C)(=O)O.C(CCCCCCCCCCC)N[K]